C1(CCC1)CN1C(NCC12CCC(CC2)(C2=CC(=CC=C2)F)N(C)C)=O CIS-1-(Cyclobutyl-Methyl)-8-Dimethylamino-8-(3-Fluorophenyl)-1,3-Diazaspiro[4.5]Decan-2-One